(E)-3,7-dimethylocta-1,3,6-triene C/C(/C=C)=C\CC=C(C)C